N-[3-(dimethylamino)propyl]-N',N'-dimethylpropane-1,3-diamine CN(CCCNCCCN(C)C)C